NC1=C(C(=O)O)C=CC=C1[N+](=O)[O-] 2-Amino-3-nitrobenzoic acid